N1=C(N=CC=C1)C1=CN=NC=C1 4-pyrimidin-2-ylpyridazin